O1C(CCCC1)COC=1C=NC=CC1C#N 3-[(oxan-2-yl)methoxy]pyridine-4-carbonitrile